(S)-1-(5-(4-ethyl-2-phenylhexa-2,3-dien-1-yl)-3-phenyl-4,5-dihydro-1H-pyrazol-1-yl)ethan-1-one C(C)C(=C=C(C[C@H]1CC(=NN1C(C)=O)C1=CC=CC=C1)C1=CC=CC=C1)CC